N1=CN=CC(=C1)C1=CC=C(C=C1)NC(NC=1SC=CC1C(=O)N)=O (3-(4-(pyrimid-5-yl)phenyl)ureido)thiophene-3-carboxamide